C(CCC)OS(=O)(=O)C1=CC=C(C=C1)C butyl-4-methylbenzenesulfonate